C(C)C=1C=NC=CC1C=C 3-ethyl-4-vinylpyridine